CC1=CC=C(C=2C=CC=NC12)O 8-methyl-5-quinolinol